(3aS,4S,6aR)-Hexahydro-2-oxo-N-[3-[(1-oxo-2-propen-1-yl)amino]propyl]-1H-thieno[3,4-d]imidazole-4-pentanamide O=C1N[C@H]2[C@@H](N1)CS[C@H]2CCCCC(=O)NCCCNC(C=C)=O